FC1=C(C=C2C(C(=COC2=C1C)C1=CC(=CC=C1)C1(CC(C1)C)C1=NN=CN1C)=O)CNCCOC cis-7-fluoro-6-[(2-methoxyethylamino)methyl]-8-methyl-3-[3-[3-methyl-1-(4-methyl-1,2,4-triazol-3-yl)cyclobutyl]phenyl]chromen-4-one